N1(CCCC1)S(=O)(=O)C1=CC=C(C(=O)O)C=C1 4-(tetrahydropyrrole-1-sulfonyl)benzoic acid